C(C)(C)C1=C(C(=CC(=C1)C1=CC(=CC(=C1)OC)OC)C(C)C)Br 2,6-diisopropyl-4-(3,5-dimethoxyphenyl)bromobenzene